(((tert-butyldimethylsilyl)oxy)methyl)-3-(difluoromethyl)-1-methyl-1H-pyrazole [Si](C)(C)(C(C)(C)C)OCC=1C(=NN(C1)C)C(F)F